2-aminoquinolin NC1=NC2=CC=CC=C2C=C1